FC1=CC2=C(N(CN(C2=O)C2=C(NC(C=C2)=O)C)C2=C(C=C(C=C2)F)C)N=C1C 6-fluoro-1-(4-fluoro-2-methylphenyl)-7-methyl-3-(2-methyl-6-oxo-1,6-dihydropyridin-3-yl)-2,3-dihydropyrido[2,3-d]pyrimidin-4(1H)-one